[(6,6'-bis(naphthalen-2-yl)[1,1'-binaphthalene]-2,2'-diyl)bis{oxy[2-(naphthalen-2-yl)-4,1-phenylene]}]dimethanol C1=C(C=CC2=CC=CC=C12)C=1C=C2C=CC(=C(C2=CC1)C1=C(C=CC2=CC(=CC=C12)C1=CC2=CC=CC=C2C=C1)OC1=CC(=C(C=C1)CO)C1=CC2=CC=CC=C2C=C1)OC1=CC(=C(C=C1)CO)C1=CC2=CC=CC=C2C=C1